BrCCCCCCCCC1=CC(OC2=CC(=C(C=C12)OC)OC)=O 4-(8-bromooctyl)-6,7-dimethoxy-2H-chromen-2-one